C(C)(C)(C)OC(=O)N[C@H](C(=O)OC)COCC(F)F methyl (2S)-2-[(tert-butoxycarbonyl)amino]-3-(2,2-difluoroethoxy)propanoate